4,8,12-trimethyl-1-isopropyl-3,7,11-cyclotetradecatrien-1-ol CC1=CCC(CCC(=CCCC(=CCC1)C)C)(O)C(C)C